BrC=1C(=C(OCCCN2CC(CC2)O)C=CC1)C 3-(3-bromo-2-methylphenoxy)propylpyrrolidin-3-ol